N-acetylindole C(C)(=O)N1C=CC2=CC=CC=C12